N-(4-chloro-2,5-dimethoxyphenyl)-3-hydroxy-2-naphthoamide ClC1=CC(=C(C=C1OC)NC(=O)C1=CC2=CC=CC=C2C=C1O)OC